COC1=CC=C(C=C1)[Se]CC1N=C(CC1)C1=CC=CC=C1 2-(((4-Methoxyphenyl)seleno)methyl)-5-phenyl-3,4-dihydro-2H-pyrrole